3-(3-(4-(pyridin-3-ylmethoxy)phenoxy)azetidin-1-yl)-2-(1H-pyrrol-1-yl)benzoic acid N1=CC(=CC=C1)COC1=CC=C(OC2CN(C2)C=2C(=C(C(=O)O)C=CC2)N2C=CC=C2)C=C1